N-methyl-1-(2-octylcyclopropyl)heptadecane-8-amine CNC(CCCCCCCC1C(C1)CCCCCCCC)CCCCCCCCC